C(C)N1C(NC2=C(C(=CC=3C2=C1N=CN3)CN3CCN(CC3)C=3C=CC(=NC3C)C(=O)NC3CCOCC3)F)=O 5-(4-((3-ethyl-9-fluoro-2-oxo-2,3-dihydro-1H-pyrimido[4,5,6-de]quinazolin-8-yl)methyl)piperazin-1-yl)-6-methyl-N-(tetrahydro-2H-pyran-4-yl)picolinamide